CS(=O)(=O)OCC1CN(C(O1)=O)C1=CC(=C(C(=C1)Cl)OC1=CC(=C(C=C1)OC)C(C)C)Cl (3-(3,5-dichloro-4-(3-isopropyl-4-methoxyphenoxy)phenyl)-2-oxooxazolidin-5-yl)methyl Methanesulfonate